CS(=O)(=O)C(C)(C)C tert-Butyl methyl sulfone